3-farnesyl-2,4-dihydroxy-6-phenethyl-benzoic acid C(C=C(C)CCC=C(C)CCC=C(C)C)C=1C(=C(C(=O)O)C(=CC1O)CCC1=CC=CC=C1)O